acryloyl-2-methyl-5-ethylpiperidine C(C=C)(=O)N1C(CCC(C1)CC)C